FC1=CC(=C(C(=C1)C)C1CCC(CC1)O)I (1r,4r)-4-(4-fluoro-2-iodo-6-methylphenyl)-cyclohexan-1-ol